NC1=NC(=C(C(=C1C#N)C1=CC=C(C=C1)CCCOC)C#N)S 2-amino-4-[4-(3-methoxypropyl)phenyl]-6-sulfanyl-pyridine-3,5-di-carbonitrile